2-bromo-4-methyl-1-(naphthalen-2-yl)pentan-1-one BrC(C(=O)C1=CC2=CC=CC=C2C=C1)CC(C)C